N-(5-(3-chloro-5-methylphenyl)-4-(4-fluorophenyl)pyrimidin-2-yl)-4-cyanopiperidine-1-carboxamide ClC=1C=C(C=C(C1)C)C=1C(=NC(=NC1)NC(=O)N1CCC(CC1)C#N)C1=CC=C(C=C1)F